O=C(C(=O)O)CCCCCCCCCCCCCC oxohexadecanoic acid